C[C@H]1N([C@H](COC1)C)C1=NC2=C(N=CC=C2C(=C1)OC(C)C)C1=CC=NN1 2-[(3R,5S)-3,5-dimethylmorpholin-4-yl]-4-isopropoxy-8-(1H-pyrazol-5-yl)-1,7-naphthyridine